3-benzo[b]thienyl-5,6-dihydro-1,4,2-oxathiazine 4-oxide S1C2=C(C(=C1)C1=NOCCS1=O)C=CC=C2